CC1(CCC(CC1)C1(OC(C2=C(O1)C=CC=C2)C2CCN(CC2)CC2=NC1=C(N2C[C@H]2OCC2)C=C(C=C1)C(=O)O)C)C 2-((4-(2-(4,4-dimethylcyclohexyl)-2-methylbenzo[d][1,3]dioxan-4-yl)piperidin-1-yl)methyl)-1-(((S)-oxetan-2-yl)methyl)-1H-benzo[d]imidazole-6-carboxylic acid